tert-butyl (3S)-4-[[3-(4-chloro-2-fluoro-benzoyl)-4,5-dimethyl-2-thienyl]amino]-3-(9H-fluoren-9-ylmethoxycarbonylamino)-4-oxo-butanoate ClC1=CC(=C(C(=O)C2=C(SC(=C2C)C)NC([C@H](CC(=O)OC(C)(C)C)NC(=O)OCC2C3=CC=CC=C3C=3C=CC=CC23)=O)C=C1)F